[Si](C)(C)(C(C)(C)C)OC1CN(C(N(C1)C1=CC=C(C=C1)I)=O)C=1SC=C(N1)C 5-((tert-butyldimethylsilyl)oxy)-1-(4-iodophenyl)-3-(4-methylthiazol-2-yl)tetrahydropyrimidin-2(1H)-one